N1=CC(=CC=C1)NC(=O)C=1NC=C(C1)C1=C(C=CC=C1)C(F)(F)F N-(pyridin-3-yl)-4-(2-(trifluoromethyl)phenyl)-1H-pyrrole-2-carboxamide